4-(quinolin-2-yl)cyclohexan-1-one N1=C(C=CC2=CC=CC=C12)C1CCC(CC1)=O